2-isopropyl-imidazole-1-yl-acetic acid C(C)(C)C=1N(C=CN1)CC(=O)O